ClC=1C(=C(C=CC1)CNC(CN[C@H](C)CCO)=O)F (R)-N-(3-chloro-2-fluorophenylmethyl)-2-((4-hydroxybut-2-yl)amino)acetamide